COC=CC1CC1 1-(2-methoxyvinyl)cyclopropane